FC1=CC=C2C=C(C=C(C2=C1C#C[Si](C(C)C)(C(C)C)C(C)C)B(O)O)OCOC [7-fluoro-3-(methoxymethoxy)-8-(2-triisopropylsilylethynyl)-1-naphthyl]boronic acid